((1s,3s)-3-hydroxy-3-methylcyclobutyl)(6-(2-methyl-3-(trifluoromethyl)phenoxy)-2-azaspiro[3.3]hept-2-yl)methanone tert-butyl-(3-chloro-6-hydrazinylpyridin-2-yl)carbamate C(C)(C)(C)N(C(O)=O)C1=NC(=CC=C1Cl)NN.OC1(CC(C1)C(=O)N1CC2(C1)CC(C2)OC2=C(C(=CC=C2)C(F)(F)F)C)C